ClC1=CC=CC=C1CSC1=CNN=N1 (3aR,4S,6R,6aS)-6-chloro-5-(benzylthio)-3H-[1,2,3]triazol